C(C=C)(=O)N1C[C@H](CC1)[C@H]1CCNC=2N1N=C(C2C(=O)N)C#CC2=CC(=CC(=C2)OC)OC (R)-7-((S)-1-acryloylpyrrolidin-3-yl)-2-((3,5-dimethoxyphenyl)ethynyl)-4,5,6,7-tetrahydropyrazolo[1,5-a]pyrimidine-3-carboxamide